COC1=CC=2N(C=C1)C=CN2 7-methoxyimidazo[1,2-a]pyridin